methyl 1-(4-acetylphenyl)-4-amino-7-bromo-2-oxo-1,2-dihydroquinoline-3-carboxylate C(C)(=O)C1=CC=C(C=C1)N1C(C(=C(C2=CC=C(C=C12)Br)N)C(=O)OC)=O